C1(CC1)S(=O)(=O)N1N=CC(=C1)C1=NC=CC(=N1)NC1=CC(=C(C=N1)C(CC1CCOCC1)=O)NC1CCC(CC1)(C)O 1-(6-((2-(1-(Cyclopropylsulfonyl)-1H-pyrazol-4-yl)pyrimidin-4-yl)amino)-4-(((1s,4s)-4-hydroxy-4-methylcyclohexyl)amino)pyridin-3-yl)-2-(tetrahydro-2H-pyran-4-yl)ethan-1-one